methyl 9-(4-((1-(3-fluoropropyl)azetidin-3-yl)methyl)phenyl)-7-isopropyl-6,7-dihydro-5H-benzo[7]annulene-3-carboxylate FCCCN1CC(C1)CC1=CC=C(C=C1)C1=CC(CCC2=C1C=CC(=C2)C(=O)OC)C(C)C